ClC=1C(=C(C=CC1)NC1=NC=NC2=CC(=C(C=C12)[N+](=O)[O-])C#C[C@@]1(N(CCC1)C(=O)OC(C)(C)C)C)F (R)-tert-butyl 2-((4-((3-chloro-2-fluorophenyl)amino)-6-nitroquinazolin-7-yl)ethynyl)-2-methylpyrrolidine-1-carboxylate